COC(=O)C=1C(N(C2=CC(=CC=C2C1N)C(F)(F)F)C1=C2C=CNC2=CC=C1)=O 4-Amino-1-(1H-indol-4-yl)-2-oxo-7-(trifluoromethyl)-1,2-dihydroquinoline-3-carboxylic acid methyl ester